2-(3-(Hydroxymethyl)-5-methoxy-2-methyl-4,7-dioxo-4,7-dihydro-1H-indol-1-yl)acetic acid OCC1=C(N(C=2C(C=C(C(C12)=O)OC)=O)CC(=O)O)C